1,2-dimethoxy-4-fluorobenzene COC1=C(C=C(C=C1)F)OC